Cl.N[C@H](C(=O)N[C@H](C(=O)N1CCC(CC1)CCC#CC1=CC=CC=2N(C(N(C21)C)=O)C2C(NC(CC2)=O)=O)C2CCCCC2)CCC(=O)N (2S)-2-Amino-N-[(1S)-1-cyclohexyl-2-(4-{4-[1-(2,6-dioxopiperidin-3-yl)-3-methyl-2-oxo-1,3-benzodiazol-4-yl]but-3-yn-1-yl}piperidin-1-yl)-2-oxoethyl]pentanediamide hydrochloride